C(C)(C)(C)O[C@H]1[C@@H](C[C@H]2N(CCC3=CC(=C(C=C23)OC)OCCCC(F)(F)F)C1)O (2R,3R,11bR)-3-(tert-butoxy)-10-methoxy-9-(4,4,4-trifluorobutoxy)-1,3,4,6,7,11b-hexahydro-2H-pyrido[2,1-a]isoquinolin-2-ol